N1=CC(=C(C=C1)C1=CCNC=C1)C(=O)N 1',2'-dihydro-[4,4'-bipyridine]-3-carboxamide